Methyl((6-((R)-3-methylmorpholino)-2-(1H-pyrrolo[2,3-b]-pyridin-4-yl)pyrimidin-4-yl)imino)(oxetan-3-yl)-λ6-sulfanone CS(=O)(C1COC1)=NC1=NC(=NC(=C1)N1[C@@H](COCC1)C)C1=C2C(=NC=C1)NC=C2